C(C)(=O)O[C@@H](COC1=CC=C(C=C1)S(=O)(=O)C1=CC(=C(C(=C1)Cl)OC[C@H](CCl)OC(C)=O)Cl)CN1CCOCC1 (R)-1-(4-((4-((R)-2-acetoxy-3-chloropropoxy)-3,5-dichlorophenyl)sulfonyl)phenoxy)-3-morpholinopropan-2-yl acetate